hydroxymethanesulphonic acid monosodium salt dihydrate O.O.[Na+].OCS(=O)(=O)[O-]